[Na+].CN1C=2C(NC(=NC2NC[C@@H]1CNC1=CC=C(C(N[C@@H](CCC(=O)[O-])C(=O)O)=O)C=C1)N)=O 5-methyl-(6S)-tetrahydrofolate sodium salt